COC=1C=C(C=C(C1OC)C1=CC=CC=C1)[C@H](CC(=O)OCC)NC(=O)NC=1C(N(C=C(C1O)C)C)=O Ethyl (S)-3-(5,6-Dimethoxybiphenyl-3-yl)-3-(3-(4-hydroxy-1,5-dimethyl-2-oxo-1,2-dihydropyridin-3-yl)ureido)propanoat